6-O-(L-glycyl)-N-butyryl-glucosamine hydrochloride Cl.NCC(=O)OC[C@@H]1[C@H]([C@@H]([C@H](C(O)O1)NC(CCC)=O)O)O